5-(4-benzyloxyphenyl)-5,6-dihydropyrido[2,3-d]pyrimidine-4,7(3H,8H)-dione C(C1=CC=CC=C1)OC1=CC=C(C=C1)C1CC(NC=2N=CNC(C21)=O)=O